[Si](C)(C)(C(C)(C)C)OCC(C)(C)C1=CC(=NO1)NC(=O)N1N(CCC1)C1=CC=C(C=C1)C(F)(F)F N-(5-(1-((tert-butyldimethylsilyl)oxy)-2-methylpropan-2-yl)isoxazol-3-yl)-2-(4-(trifluoromethyl)phenyl)pyrazolidine-1-carboxamide